(R)-1-(7-methoxy-4-(1-methyl-3-phenyl-1H-pyrazol-4-yl)quinazolin-6-yl)ethan-1-ol COC1=C(C=C2C(=NC=NC2=C1)C=1C(=NN(C1)C)C1=CC=CC=C1)[C@@H](C)O